FC=1C(=NC=CC1CN1C(OC2=C([C@@H]1C)C=CC(=C2)OC=2N=NC=CC2)=O)NS(=O)(=O)NC (S)-3-{[3-fluoro-2-(methylaminosulfonylamino)-4-pyridyl]methyl}-4-methyl-7-(3-pyridazinyloxy)-3,4-dihydro-2H-1,3-benzoxazin-2-one